C(C)(C)(C)OC(=O)N1CC2(C(CC1)OC(N2)=O)CC(F)F 3a-(2,2-difluoroethyl)-2-oxohexahydrooxazolo[4,5-c]pyridine-5(4H)-carboxylic acid tert-butyl ester